BrC1=NN(C(=C1)CC(C)C)C1=CC(=CC=C1)C 3-Bromo-5-isobutyl-1-(3-methylphenyl)-1H-pyrazole